2-(3-methoxy-4-bromophenyl)acetonitrile COC=1C=C(C=CC1Br)CC#N